((6-BROMO-2-(ETHOXYCARBONYL)BENZO[B]THIOPHEN-5-YL)DIFLUOROMETHYL)PHOSPHONATE BrC=1C(=CC2=C(SC(=C2)C(=O)OCC)C1)C(F)(F)P([O-])([O-])=O